FC(C=1N=CC(=NC1)C[C@H]1CC2(CN(C2)C(=O)N2C[C@@H]3[C@@H](OCC(N3)=O)CC2)CC1)(F)F (4aR,8aS)-6-[(6R)-6-[[5-(trifluoromethyl)pyrazin-2-yl]methyl]-2-azaspiro[3.4]octane-2-carbonyl]-4,4a,5,7,8,8a-hexahydropyrido[4,3-b][1,4]oxazin-3-one